N1CC(C1)N(C(=O)NC=1C(=NC(=CC1)C)OC(F)F)C1=C(C=CC=C1)C(C)C 1-(azetidin-3-yl)-3-(2-(difluoromethoxy)-6-methylpyridin-3-yl)-1-(2-isopropyl-phenyl)urea